4-Methoxy-5-methyl-6-(2-(1-(2-(trifluoromethyl)pyridin-4-yl)azetidin-3-yl)acetyl)-6,7-dihydro-5H-pyrrolo[3,4-d]pyrimidine-2-carbonitrile COC=1C2=C(N=C(N1)C#N)CN(C2C)C(CC2CN(C2)C2=CC(=NC=C2)C(F)(F)F)=O